NC1C(CN(CC1)C1=C(C=NC2=CC=C(C=C12)C=1C(=C(C#N)C=CC1)OCOC)C1=CC(=CC(=C1)F)F)O 3-[4-(4-amino-3-hydroxy-piperidin-1-yl)-3-(3,5-difluoro-phenyl)-quinolin-6-yl]-2-methoxymethyloxy-benzonitrile